(6-methoxypyridin-3-yl)boronic acid COC1=CC=C(C=N1)B(O)O